3-(4-nitrophenoxy)cyclohexanamine [N+](=O)([O-])C1=CC=C(OC2CC(CCC2)N)C=C1